N-(6-(Benzyloxy)-5-(1H-indol-4-yl)pyridin-3-yl)pyridin-2-amine C(C1=CC=CC=C1)OC1=C(C=C(C=N1)NC1=NC=CC=C1)C1=C2C=CNC2=CC=C1